C1(CC1)N(C(=O)N1CCC(CC1)(C(=O)O)CC(N(C1=CC=CC=C1)C1=CC=CC=C1)=O)C1=CC=CC=C1 1-[Cyclopropyl-(phenyl)carbamoyl]-4-[2-oxo-2-(N-phenylanilino)ethyl]piperidine-4-carboxylic acid